N-(3-diazo-1-ethylindolin-2-ylidene)-4-methylbenzenesulfonamide [N+](=[N-])=C1C(N(C2=CC=CC=C12)CC)=NS(=O)(=O)C1=CC=C(C=C1)C